C(CCC)NC(CN1N=C(C=CC1=O)C1=CC=C(C=C1)OC(F)F)=O N-butyl-2-(3-(4-(difluoromethoxy)phenyl)-6-oxopyridazin-1(6H)-yl)acetamide